tert-butyl 4-(6-(1-methyl-1H-pyrazol-4-yl)pyrazolo[1,5-a]pyridin-3-yl)-3,6-dihydropyridine-1(2H)-carboxylate CN1N=CC(=C1)C=1C=CC=2N(C1)N=CC2C=2CCN(CC2)C(=O)OC(C)(C)C